COC(C=1C=CC(=NC1)C(=O)NC=1C(=C(C=CC1)C1=C(C(=CC=C1)NC(C1=NC=C(C=C1)C=O)=O)C)C)OC 5-(dimethoxymethyl)-N-(3'-(5-formylpicolinamido)-2,2'-dimethyl-[1,1'-bi-phenyl]-3-yl)picolinamide